BrC#CC(CCCC(NCCCOCCOCCOCCCNC(C1=CC=C(C=C1)S(N)(=O)=O)=O)=O)Cl N-(21-Bromo-19-chloro-15-oxo-4,7,10-trioxa-14-azahenicos-20-yn-1-yl)-4-sulfamoylbenzamide